ethyl [2-(2-chloroquinazolin-4-yl)hydrazino](oxo)acetate ClC1=NC2=CC=CC=C2C(=N1)NNC(C(=O)OCC)=O